NC=1C2=C(N=CN1)N(C(=C2C2=CC=C(C=C2)OC2=NN(C=C2)C)C=2C=NN(C2)C2CCN(CC2)C(C=C)=O)C 1-(4-(4-(4-amino-7-methyl-5-(4-((1-methyl-1H-pyrazol-3-yl)oxy)phenyl)-7H-pyrrolo[2,3-d]pyrimidin-6-yl)-1H-pyrazol-1-yl)piperidin-1-yl)prop-2-en-1-one